(2R)-2-([2-chloro-5H,6H,7H-cyclopenta[d]pyrimidin-4-yl](methyl)amino)-N-(3-fluorophenyl)propanamide ClC=1N=C(C2=C(N1)CCC2)N([C@@H](C(=O)NC2=CC(=CC=C2)F)C)C